4-(Cyclohexylamino)-N-methyl-3-(2-(1-(pyridin-3-yl)pyrrolidin-3-yl)-2H-tetrazol-5-yl)benzenesulfonamide tellurium indium lead [Pb].[In].[Te].C1(CCCCC1)NC1=C(C=C(C=C1)S(=O)(=O)NC)C=1N=NN(N1)C1CN(CC1)C=1C=NC=CC1